5-(1-(Dimethylamino)cyclopropyl)-1-methyl-1H-pyrazole-3-sulfonamide CN(C1(CC1)C1=CC(=NN1C)S(=O)(=O)N)C